4-fluoro-3,6-dimethyl-1-(p-toluenesulfonyl)pyrrolo[2,3-b]pyridine-2-carboxylic acid FC1=C2C(=NC(=C1)C)N(C(=C2C)C(=O)O)S(=O)(=O)C2=CC=C(C)C=C2